3-((2,2-difluoro-3-hydroxy-7-iodo-1-oxido-2,3-dihydrobenzo[b]thiophen-4-yl)oxy)-5-fluorobenzonitrile FC1(C(C2=C(S1=O)C(=CC=C2OC=2C=C(C#N)C=C(C2)F)I)O)F